FC(S(=O)(=O)OCC=1C=C2CN(C(C2=CC1)=O)C1C(NC(CC1)=O)=O)(F)F (2-(2,6-dioxopiperidin-3-yl)-1-oxoisoindolin-5-yl)methyl trifluoromethanesulfonate